(1S,3R)-3-((2-cyclopropylethyl)(2-(2,6-dioxopiperidin-3-yl)-1-oxoisoindolin-4-yl)amino)-N-methylcyclopentane-1-carboxamide C1(CC1)CCN([C@H]1C[C@H](CC1)C(=O)NC)C1=C2CN(C(C2=CC=C1)=O)C1C(NC(CC1)=O)=O